chlorodifluoropropyl-silane methyl-1-amino-2-(difluoromethyl)cyclopropane-1-carboxylate hydrochloride Cl.COC(=O)C1(C(C1)C(F)F)N.Cl[SiH2]CCC(F)F